NCC=1C=C(C=CC1)C=1C=CC2=C(C(=CO2)COC2=C(C(=CC=C2)F)CC(=O)OCC)C1 ethyl 2-(2-((5-(3-(aminomethyl)phenyl)benzofuran-3-yl)methoxy)-6-fluorophenyl)acetate